C(C1=CC=CC=C1)C1(C[C@@H]2[C@@H](CN(C2)CC(=O)C=2C=C(C=CC2)C2=CC(=CC=C2)F)C1)O 2-((3aR,5r,6aS)-5-benzyl-5-hydroxyhexahydrocyclopenta[c]pyrrol-2(1H)-yl)-1-(3'-fluoro-[1,1'-biphenyl]-3-yl)ethanone